((5-bromopyridin-2-yl)methyl)pyrrolidin-2-one BrC=1C=CC(=NC1)CN1C(CCC1)=O